CS(=O)(=O)C=1C=C(C=CC1)CC1CC2(CN(C2)C(=O)N2C[C@@H]3[C@@H](OCC(N3)=O)CC2)C1 (4aR,8aS)-6-[6-[(3-methylsulfonylphenyl)methyl]-2-azaspiro[3.3]heptane-2-carbonyl]-4,4a,5,7,8,8a-hexahydropyrido[4,3-b][1,4]oxazin-3-one